C(C=C)(=O)N1CC(C1)(C1=C(C(=CC=C1)Cl)C)NC1=CC=C2CCC(N(C2=C1)C([2H])([2H])[2H])=O 7-((1-acryloyl-3-(3-chloro-2-methylphenyl)azetidin-3-yl)amino)-1-(methyl-d3)-3,4-dihydroquinolin-2(1H)-one